C12(CC3CC(CC(C1)C3)C2)CN2N=CC(=C2C)C2=C(C=3N(C=C2)N=C(N3)N)C(=O)OC.NC3=CC=C(O[Si](O[Si](OC2=CC=C(C=C2)N)(C)C)(C)C)C=C3 1,3-bis(4-aminophenoxy) tetramethyldisiloxane methyl 7-(1-(adamantan-1-ylmethyl)-5-methyl-1H-pyrazol-4-yl)-2-amino-[1,2,4]triazolo[1,5-a]pyridine-8-carboxylate